4,6-Heptadecadiynoic acid C(CCC#CC#CCCCCCCCCCC)(=O)O